C(=O)(OC(C)(C)C)NCCCN1N=CC(=C1)N Boc-3-(4-amino-1H-pyrazol-1-yl)-1-propylamine